C(C)(=O)N1C[C@H](CC1)OC=1C=CC(=C2CCN[C@@H](C12)CN1C(C2=CC=CC=C2C1=O)=O)Br 2-(((S)-8-(((S)-1-acetylpyrrolidin-3-yl)oxy)-5-bromo-1,2,3,4-tetrahydroisoquinolin-1-yl)methyl)isoindoline-1,3-dione